FC(C=C)(F)N1N=CC=2C=NC(=CC21)C(=O)OC(C)C isopropyl 1-(1,1-difluoroallyl)-1H-pyrazolo[4,3-c]pyridine-6-carboxylate